C1(=CC=CC=C1)C[C@@H](C(=O)OC(C)(C)C)NC(COCCOCCOCCOCCOCCOCCOCC#C)=O tert-butyl (2S)-3-phenyl-2-[[2-[2-[2-[2-[2-[2-(2-prop-2-ynoxyethoxy)ethoxy]ethoxy]ethoxy]ethoxy]ethoxy]acetyl]amino]propanoate